(E)-N-(2-hydroxyethyl)-3-methylpropenamide OCCNC(\C=C\C)=O